3,3-dimethyloxazolidin-3-ium 4-methylbenzenesulfonate CC1=CC=C(C=C1)S(=O)(=O)[O-].C[N+]1(COCC1)C